1-((5-chlorothiophen-2-yl)sulfonyl)-1H-pyrazole ClC1=CC=C(S1)S(=O)(=O)N1N=CC=C1